7-{2-[(5-Methoxypyridin-2-yl)oxy]ethoxy}-2-(6-methoxypyridine-3-carbonyl)-1,2,3,4-tetrahydroisoquinoline COC=1C=CC(=NC1)OCCOC1=CC=C2CCN(CC2=C1)C(=O)C=1C=NC(=CC1)OC